C1NCC12CC(C2)C(=O)N2CCN(CC2)C(=O)C2=C(C=C(C=C2)NC(=O)C=2N(C(=CN2)C2=C(C(=C(C=C2)OC)F)Cl)C)C N-[4-[4-(2-azaspiro[3.3]heptane-6-carbonyl)piperazine-1-carbonyl]-3-methyl-phenyl]-5-(2-chloro-3-fluoro-4-methoxy-phenyl)-1-methyl-imidazole-2-carboxamide